2-({2-[(4-chloro-2-fluorophenyl)methoxy]-3-methyl-5,6,7,8-tetrahydro-1,7-naphthyridin-7-yl}methyl)-7-fluoro-1-{1-[(2S)-oxetan-2-yl]methyl}-1H-1,3-benzodiazole-6-carboxylic acid ClC1=CC(=C(C=C1)COC1=NC=2CN(CCC2C=C1C)CC1=NC2=C(N1C[C@H]1OCC1)C(=C(C=C2)C(=O)O)F)F